3,4-diamino-5-chloropyridine NC=1C=NC=C(C1N)Cl